N-(4-([1,2,4]triazolo[1,5-a]pyridin-7-yloxy)-3-methylphenyl)-3-fluoro-6-(1,2,3,6-tetrahydropyridin-4-yl)-1,5-naphthyridin-4-amine hydrochloride Cl.N=1C=NN2C1C=C(C=C2)OC2=C(C=C(C=C2)NC2=C(C=NC1=CC=C(N=C21)C=2CCNCC2)F)C